tert-Butyl 3-(1,4-dimethyl-1H-imidazole-5-carboxamido)azetidine-1-carboxylate CN1C=NC(=C1C(=O)NC1CN(C1)C(=O)OC(C)(C)C)C